ethyl 2-(5-bromo-4-methyl-6-oxo-2-phenylpyrimidin-1(6H)-yl)acetate BrC1=C(N=C(N(C1=O)CC(=O)OCC)C1=CC=CC=C1)C